(S)-N-(3-(3-(6-bromo-7-((1-(ethyl-sulfonyl)pyrrolidine-3-yl)amino)-1H-imidazo[4,5-b]pyridine-2-yl)-2,5-dimethyl-1H-pyrrol-1-yl)phenyl)methanesulfonamide BrC=1C(=C2C(=NC1)N=C(N2)C2=C(N(C(=C2)C)C=2C=C(C=CC2)NS(=O)(=O)C)C)N[C@@H]2CN(CC2)S(=O)(=O)CC